ClC=1C(=NC(=NC1)C)N C5-chloro-2-methylpyrimidin-4-amine